N1=CN=CC2=C1C=CN2C(=O)C2=CC=C(C=C2)OC2=CC=CC=C2 (4-phenoxyphenyl) (pyrrolopyrimidin-5-yl) ketone